nitrogen (4-quinazolinone) N1=CNC(C2=CC=CC=C12)=O.[N]